OC1=C(C=CC=C1)NCCNC1=C(C=CC=C1)O N,N'-bis(2-hydroxyphenyl)ethylenediamine